CN(C(=O)C=1C=CC(N(C1)CC1(CCN(CC12CCCC2)C(=O)OC(C)(C)C)O)=O)C tert-Butyl 10-((5-(dimethylcarbamoyl)-2-oxopyridin-1(2H)-yl)methyl)-10-hydroxy-7-azaspiro[4.5]decane-7-carboxylate